O[C@H]1CC(C2=C1NC=C2C)=O (S)-6-hydroxy-3-methyl-4-keto-1,4,5,6-tetrahydrocyclopenta[b]pyrrole